FC(CN1N=CC=2C1=NC(=CN2)N2CC1(CC(N(C1)C1=NC=C(C=C1)C(F)(F)F)=O)CC2)F 7-[1-(2,2-difluoroethyl)-1H-pyrazolo[3,4-b]pyrazin-6-yl]-2-[5-(trifluoromethyl)pyridin-2-yl]-2,7-diazaspiro[4.4]nonan-3-one